C(C)(C)(C)C=1C=C(C2=CC=CC=C2C1)B1OC(C(O1)(C)C)(C)C 2-(3-(tert-butyl)naphthalen-1-yl)-4,4,5,5-tetramethyl-1,3,2-dioxaborolane